tert-butyl (4-cyano-3-(5-((benzhydryl)amino)nicotinoyl)-1-isopropyl-1H-pyrazol-5-yl)carbamate C(#N)C=1C(=NN(C1NC(OC(C)(C)C)=O)C(C)C)C(C1=CN=CC(=C1)NC(C1=CC=CC=C1)C1=CC=CC=C1)=O